4-chloro-6-methyl-5h,6h,7h,8h-pyrido[3,4-d]pyrimidine-7-carboxylic acid tert-butyl ester C(C)(C)(C)OC(=O)N1CC=2N=CN=C(C2CC1C)Cl